C12CCCC(CCC1)B2CC2CN(CCC2)C(=O)OC(C)(C)C tert-Butyl 3-((9-borabicyclo[3.3.1]nonan-9-yl)methyl)piperidine-1-carboxylate